2-(4-((4-((5-(trifluoromethyl)pyridin-2-yl)amino)piperidin-1-yl)sulfonyl)phenyl)-4,5,6,7-tetrahydrothiazolo[5,4-c]pyridin-5-ium chloride [Cl-].FC(C=1C=CC(=NC1)NC1CCN(CC1)S(=O)(=O)C1=CC=C(C=C1)C=1SC=2C[NH2+]CCC2N1)(F)F